C(C)C1=C(C=CC(=C1OC=1C=C2C(N(C=NC2=CC1)C1=CC=C(C=C1)N1CCNCC1)=O)F)NS(=O)(=O)N1C[C@@H](CC1)F (3R)-N-[2-ethyl-4-fluoro-3-({4-oxo-3-[4-(piperazin-1-yl)phenyl]quinazolin-6-yl}oxy)phenyl]-3-fluoropyrrolidine-1-sulfonamide